5-cyclopropylnicotinohydrazide C1(CC1)C=1C=NC=C(C(=O)NN)C1